COC=1C=CC(=C2C(=CNC12)C(C(=O)O)C)[N+](=O)[O-] 7-methoxy-4-nitro-1H-indol-3-ylpropanoic Acid